CC1=C(C=CC(=C1)C)C1=NC(=NC(=N1)C1=C(C=C(C=C1)C)C)C1=C(C=C(C=C1)OCC(COCCCCCCCCCCCC)O)O 2-[4,6-bis(2,4-dimethylphenyl)-1,3,5-triazin-2-yl]-5-[3-(dodecyloxy)-2-Hydroxypropoxy]phenol